BrC=1C=2N(C(=CC1)NC([O-])=O)N=CN2 (8-Bromo-[1,2,4]triazolo[1,5-a]pyridin-5-yl)carbamate